C1CC12C1(CC1)C2CCOC2=NNC=C2C(=O)OCC ethyl 3-(2-(dispiro[2.0.24.13]heptan-7-yl)ethoxy)-1H-pyrazole-4-carboxylate